Butyl-methoxyethyl-piperidine C(CCC)C1N(CCCC1)CCOC